5-((3-chlorobenzyl)amino)pyrazolo[1,5-a]pyrido[4,3-e]pyrimidine-2-carboxylic acid ClC=1C=C(CNC2=NC=3N(C4=C2C=CN=C4)N=C(C3)C(=O)O)C=CC1